BrC1=C2C=CNC(C2=CC=C1)NN (Z)-5-Bromo-1-hydrazino-1,2-dihydroisoquinoline